[(2R,3S,4R,5R)-5-[2-chloro-4-[methyl-[(1R)-1-phenylethyl]-amino]pyrrolo[2,3-d]-pyrimidin-7-yl]-3,4-dihydroxy-tetrahydro-furan-2-yl]methoxy-methylphosphonic acid ClC=1N=C(C2=C(N1)N(C=C2)[C@H]2[C@@H]([C@@H]([C@H](O2)COCP(O)(O)=O)O)O)N([C@H](C)C2=CC=CC=C2)C